2-(2-((2-(acetoxymethyl)-7-(3-(aminomethyl)phenyl)benzofuran-5-yl)methoxy)phenyl)acetic acid C(C)(=O)OCC=1OC2=C(C1)C=C(C=C2C2=CC(=CC=C2)CN)COC2=C(C=CC=C2)CC(=O)O